10-(4-fluorophenoxy)-3-methyl-1,2,3,4,5,6-hexahydroazepino[4,5-b]indole FC1=CC=C(OC=2C=3C4=C(NC3C=CC2)CCN(CC4)C)C=C1